NC(COC=1C=CC(=C(C(=O)NC2(CC2)C2=CC(=CC3=CC=CC=C23)C)C1)C)C 5-(2-Aminopropoxy)-2-methyl-N-(1-(3-methylnaphthalen-1-yl)cyclopropyl)benzamide